6-(Cyclopropanamido)-N-ethoxy-4-((5-fluoro-3-(5-fluoropyrimidin-2-yl)-2-methoxyphenyl)amino)nicotinamide C1(CC1)C(=O)NC1=NC=C(C(=O)NOCC)C(=C1)NC1=C(C(=CC(=C1)F)C1=NC=C(C=N1)F)OC